(S)-5-(2-chloro-4-(3-cyclohexylmorpholinyl)quinazolin-6-yl)-1,3-dimethylpyridin-2(1H)-one ClC1=NC2=CC=C(C=C2C(=N1)N1[C@H](COCC1)C1CCCCC1)C=1C=C(C(N(C1)C)=O)C